N-methyl-2-[3-methyl-4-(4,4,5,5-tetramethyl-1,3,2-dioxaborolan-2-yl)pyrazol-1-yl]acetamide CNC(CN1N=C(C(=C1)B1OC(C(O1)(C)C)(C)C)C)=O